N1=C(C=NC=C1)C=1C=C(C=CC1)NC1=NC(=NC(=C1)N)N N4-(3-(pyrazin-2-yl)phenyl)pyrimidine-2,4,6-triamine